C[C@@H]1N[C@H](C[C@@H]1C(=O)O)C (2S,3S,5S)-2,5-dimethylpyrrolidine-3-carboxylic acid